CC1=CC=C(C=C1)S(=O)(=O)N(CC=CC=1C=C(C=CC1)C)CC#C 4-methyl-N-propargyl-N-(3-m-tolyl-allyl)benzenesulfonamide